N-Palmitoyl-O-methyl-L-Tyrosine C(CCCCCCCCCCCCCCC)(=O)N[C@@H](CC1=CC=C(C=C1)OC)C(=O)O